1-(6-(4-isopropyl-4H-1,2,4-triazol-3-yl)pyridin-2-yl)-3-(4,5,6,7-tetrahydropyrazolo[1,5-a]pyridin-3-yl)urea C(C)(C)N1C(=NN=C1)C1=CC=CC(=N1)NC(=O)NC=1C=NN2C1CCCC2